2-methyl-N-(3-vinylazetidin-3-yl)propane-2-sulfinamide CC(C)(C)S(=O)NC1(CNC1)C=C